ethyl 3-[6-([[(2R,3S)-3-[(tert-butoxycarbonyl) amino]-5-carbamoylpentan-2-yl]oxy]methyl) naphthalen-1-yl]propanoate C(C)(C)(C)OC(=O)N[C@H]([C@@H](C)OCC=1C=C2C=CC=C(C2=CC1)CCC(=O)OCC)CCC(N)=O